2-[(3-chloro-5-fluoro-pyridine-4-carbonyl)amino]-4-[2-propoxyethyl-[4-(5,6,7,8-tetrahydro-1,8-naphthyridin-2-yl)butyl]amino]butanoic acid ClC=1C=NC=C(C1C(=O)NC(C(=O)O)CCN(CCCCC1=NC=2NCCCC2C=C1)CCOCCC)F